ClC1=C(C(=O)N)C=CC(=C1)NC1=NC=C(C(=N1)N[C@H](CO)C1=CC=CC=C1)C1=NC=NO1 2-chloro-4-[[4-[[(1S)-2-hydroxy-1-phenyl-ethyl]amino]-5-(1,2,4-oxadiazol-5-yl)pyrimidin-2-yl]amino]benzamide